CCS(=O)(=O)N methyl-methanesulfonamide